C(#N)C(C)(C)C1=CC=2N(C=C1)C(=CN2)C2=CC(=C(C(=O)N[C@@H]1[C@H](C1)F)C(=C2)OC)OC(F)F 4-[7-(1-cyano-1-methyl-ethyl)imidazo[1,2-a]pyridin-3-yl]-2-(difluoromethoxy)-N-[(1S,2S)-2-fluorocyclopropyl]-6-methoxy-benzamide